7-bromo-N-[6-(2,2-difluoroethoxy)-5-fluoro-2-methoxy-3-pyridyl]imidazo[1,2-a]pyridine-3-sulfonamide BrC1=CC=2N(C=C1)C(=CN2)S(=O)(=O)NC=2C(=NC(=C(C2)F)OCC(F)F)OC